COC1=C2CCC(C2=C(C=C1)OC)=O 4,7-dimethoxy-1-indanone